NCC=1NC2=CC=C(C=C2C1)OC 2-aminomethyl-5-methoxyindole